C1(=CC=CC=C1)C1=CC(N(N1)C=1SC=C(N1)C1=CC=CC=C1)=O 5-phenyl-2-(4-phenylthiazol-2-yl)-1,2-dihydro-3H-pyrazol-3-one